CC1=CC=C(C=C1)N1C=C2C=CC=CC2=C2C1=C1C=CC=CC1=C2 6-(4-methylphenyl)-6H-indeno[1,2-c]isoquinoline